1-Hexacosanoyl-2-hydroxy-sn-glycero-3-phosphorylcholine C(CCCCCCCCCCCCCCCCCCCCCCCCC)(=O)OC[C@@H](OO)COP(=O)(O)OCC[N+](C)(C)C